C(C)(C)(C)OC(=O)NCC1=CC=C(C=C1)NC(=O)C1=CC2=C(OCCC3=C2SC=C3)C=C1C=1C=CC(=NC1C(=O)OC)C(=O)O 5-(9-((4-(((tert-butoxycarbonyl)amino)methyl)phenyl)carbamoyl)-4,5-dihydrobenzo[b]thieno[2,3-d]oxepin-8-yl)-6-(methoxycarbonyl)picolinic acid